(20S)-21-hydroxy-20-methylpregn-4-en-3-one OC[C@H]([C@H]1CC[C@H]2[C@@H]3CCC4=CC(CC[C@]4(C)[C@H]3CC[C@]12C)=O)C